6-chloro-1-(thiophen-2-ylmethyl)-1H-pyrrolo[2,3-b]pyridine ClC1=CC=C2C(=N1)N(C=C2)CC=2SC=CC2